ClC1=C(C=CC(=C1Cl)Cl)O 2,3,4-trichlorophenol